butoxycarbonyl-D-tyrosine-methoxy ester COOC([C@H](NC(=O)OCCCC)CC1=CC=C(C=C1)O)=O